4-(4-(methoxycarbonyl)phenyl)-5,6-dihydropyridine-1(2H)-carboxylic acid tert-butyl ester C(C)(C)(C)OC(=O)N1CC=C(CC1)C1=CC=C(C=C1)C(=O)OC